ClC1=NC(=CC2=C1N(C=N2)C(C)C)C2=CC=C1C(C(N(C1=C2)C2CC(C2)N2CC(CCC2)(C)C)=O)(C)C 6-(4-chloro-3-isopropyl-3H-imidazo[4,5-c]pyridin-6-yl)-1-((1s,3s)-3-(3,3-dimethylpiperidin-1-yl)cyclobutyl)-3,3-dimethylindolin-2-one